2-bromo-6-(5-(4-(tert-butyl)piperazin-1-yl)-6-(methylamino)pyridin-3-yl)-4-fluorophenol BrC1=C(C(=CC(=C1)F)C=1C=NC(=C(C1)N1CCN(CC1)C(C)(C)C)NC)O